ClC1=CN(C2=C1C=NC=C2C=C)CC 3-chloro-1-ethyl-7-vinyl-1H-pyrrolo[3,2-c]pyridine